4-Bromo-N-(4-bromophenyl)-3-[[(PHENYLMETHYL)amino]sulfonyl]-benzamide BrC1=C(C=C(C(=O)NC2=CC=C(C=C2)Br)C=C1)S(=O)(=O)NCC1=CC=CC=C1